N-(2-(difluoromethoxy)-6-methylpyridin-3-yl)-3-(2-hydroxyethyl)-1-(2-isopropylphenyl)cyclobutane-1-carboxamide FC(OC1=NC(=CC=C1NC(=O)C1(CC(C1)CCO)C1=C(C=CC=C1)C(C)C)C)F